N-[4-[[(4-amino-3-methylphenyl)amino]methyl]phenyl]-acetamide NC1=C(C=C(C=C1)NCC1=CC=C(C=C1)NC(C)=O)C